C1(CCCC1)[C@@H](C(=O)N([C@@H](CC(=O)O)C(N1CCCCC1)=O)C)N(C)C([C@H]([C@H](CC)C)NC(=O)OCC1C2=CC=CC=C2C=2C=CC=CC12)=O (3S)-3-[[(2S)-2-cyclopentyl-2-[[(2S,3S)-2-(9H-fluoren-9-ylmethoxycarbonylamino)-3-methylpentanoyl]-methylamino]acetyl]-methylamino]-4-oxo-4-piperidin-1-ylbutanoic acid